5-[(4R,10bS)-8-[(2S)-2-(hydroxymethyl)piperazin-1-yl]-4-methyl-3,4,6,10b-tetrahydro-1H-pyrazino[2,1-a]isoindol-2-yl]quinoline-8-carbonitrile OC[C@H]1N(CCNC1)C=1C=C2CN3[C@@H](C2=CC1)CN(C[C@H]3C)C3=C1C=CC=NC1=C(C=C3)C#N